ClC=1C(=NC=C(C1)NC(=O)C=1C=NN(C1C(F)(F)F)C1=C2C=CC=NC2=CC=C1)N1N=NC(=C1)C(=O)N 1-(3-chloro-5-(1-(quinolin-5-yl)-5-(trifluoromethyl)-1H-pyrazole-4-carboxamido)pyridin-2-yl)-1H-1,2,3-triazole-4-carboxamide